C1(=CC=CC=C1)S(=O)(=O)C(S(=O)(=O)CCCCCCS(=O)(=O)C(=[N+]=[N-])S(=O)(=O)C1=CC=CC=C1)=[N+]=[N-] 1,6-bis(phenylsulfonyl-diazomethylsulfonyl)hexane